((1R,5S)-6,6-difluoro-3-azabicyclo[3.1.1]heptan-3-yl)(3-(2-methyl-2H-pyrazolo[3,4-b]pyridin-5-yl)-6-quinoxalinyl)methanone FC1([C@@H]2CN(C[C@H]1C2)C(=O)C=2C=C1N=C(C=NC1=CC2)C2=CC=1C(N=C2)=NN(C1)C)F